Cl.C(C)N1CCN(CC1)C=1C=CC(=NC1)NC1=NC=2C3=C(C=CC2C=N1)N=NN3C(C)C N-(5-(4-Ethylpiperazin-1-yl)pyridin-2-yl)-1-isopropyl-1H-[1,2,3]triazolo[4,5-h]quinazolin-8-amine hydrochloride